[Si](C)(C)(C(C)(C)C)OCC=1C=CC(=NC1)N1CCC(CC1)C=1C=CC(=NC1)N 5-(1-(5-(((tert-butyldimethylsilyl)oxy)methyl)pyridin-2-yl)piperidin-4-yl)pyridin-2-amine